4-((4-Acetylbenzamido)methyl)benzoic acid methyl ester COC(C1=CC=C(C=C1)CNC(C1=CC=C(C=C1)C(C)=O)=O)=O